N1CCC(CC1)OCCOCCOC1=CC=C(NC2CNCCC2)C=C1 3-[4-[2-[2-(4-piperidyloxy)ethoxy]ethoxy]anilino]piperidine